NC1=NC=2C=CC(=CC2C2=C1C=NN2C)C(=O)O 4-Amino-1-methyl-1H-pyrazolo[4,3-c]quinoline-8-carboxylic acid